C1(NNC(C2=CC=CC=C12)=O)=O 2,3-dihydro-phthalazindione